BrC1=C2CC(NC2=CC=C1C)=O 4-Bromo-5-methyl-indolin-2-one